FC(C(=O)C1=CC=C(C=C1)NC(OCCCC)=O)(F)F butyl (4-(2,2,2-trifluoroacetyl)phenyl)carbamate